tert-butyl 4-(2',6'-bis(benzyloxy)-[2,3'-bipyridin]-5-yl)piperazine-1-carboxylate C(C1=CC=CC=C1)OC1=NC(=CC=C1C1=NC=C(C=C1)N1CCN(CC1)C(=O)OC(C)(C)C)OCC1=CC=CC=C1